P(=O)(OC1=C(C(=CC=C1)C)C)(OC1=C(C(=CC=C1)C)C)Cl di(dimethylphenyl) chlorophosphate